ClC1C2(CC3CC(CC1C3)C2)NCCCCCCCSC2=C3CN(C(C3=CC=C2)=O)C2C(NC(CC2)=O)=O 3-(4-((7-((2-chloroadamantan-1-yl)amino)heptyl)thio)-1-oxoisoindolin-2-yl)piperidine-2,6-dione